dicyclopentyl-dimethylpiperidine C1(CCCC1)C1N(CCC(C1)(C)C)C1CCCC1